2-(3-(3,3-difluoro-1-((4-methyl-4H-1,2,4-triazol-3-yl)methyl)cyclobutyl)phenyl)-6-((1-methylazetidin-3-yl)methyl)-4-(trifluoromethyl)isoindolin-1-one formate C(=O)O.FC1(CC(C1)(CC1=NN=CN1C)C=1C=C(C=CC1)N1C(C2=CC(=CC(=C2C1)C(F)(F)F)CC1CN(C1)C)=O)F